N-(5-chloro-2-methoxyphenyl)-2-[(7-oxo-5-propyl-7,8-dihydro[1,2,4]triazolo[4,3-a]pyrimidin-3-yl)sulfanyl]acetamide ClC=1C=CC(=C(C1)NC(CSC1=NN=C2N1C(=CC(N2)=O)CCC)=O)OC